(R)-2-Phenyl-6-(p-tolyl)-5,6-dihydro-4H-1,3-selenazin-4-one C1(=CC=CC=C1)C=1[Se][C@H](CC(N1)=O)C1=CC=C(C=C1)C